C(C)C1=CC=C(C=C(C(=O)OCCC)C#N)C=C1 n-propyl 4-ethyl-α-cyanocinnamate